5,6-dihydro-2H-azepine N=1CC=CCCC1